C1=C(C=CC=2C3=CC=CC=C3C3(C12)C1=CC=CC=C1C=1C=CC=CC13)N(C1=CC=C3C(CC(C3=C1)(C)C1=CC=C(C=C1)N(C1=CC=3C2(C4=CC=CC=C4C3C=C1)C1=CC=CC=C1C=1C=CC=CC12)C1=CC=2C(C3=CC=CC=C3C2C=C1)(C)C)(C)C)C1=CC=2C(C3=CC=CC=C3C2C=C1)(C)C N-(4-(6-(9,9'-spirobi[fluoren]-2-yl(9,9-dimethyl-9H-fluoren-2-yl)amino)-1,3,3-trimethyl-2,3-dihydro-1H-inden-1-yl)phenyl)-N-(9,9-dimethyl-9H-fluoren-2-yl)-9,9'-spirobi[fluoren]-2-amine